[N+](=O)([O-])C(C(=O)[O-])C(=O)[O-] nitro-malonate